[Ca].[Mn] Manganese-calcium